2,2-bis[4-(aminophenoxy)phenyl]hexafluoropropane NC1=C(OC2=CC=C(C=C2)C(C(F)(F)F)(C(F)(F)F)C2=CC=C(C=C2)OC2=C(C=CC=C2)N)C=CC=C1